ClC1=C(C(=NC2=C(C=C(C=C12)F)C(C)=CC(C)(S(=O)N)C)C1CCOCC1)C [1-(4-chloro-6-fluoro-3-methyl-2-tetrahydropyran-4-yl-8-quinolyl)ethylidene]-2-methyl-propane-2-sulfinamide